1-(2-Aminobenzo[d]thiazol-6-yl)-3-(3-bromo-4-fluorophenyl)-1-[2-(3-oxomorpholin-4-yl)ethyl]urea NC=1SC2=C(N1)C=CC(=C2)N(C(=O)NC2=CC(=C(C=C2)F)Br)CCN2C(COCC2)=O